henicosafluorotriacontane FC(C(C(C(C(C(C(C(C(C(F)(F)F)(F)F)(F)F)(F)F)(F)F)(F)F)(F)F)(F)F)(F)F)(CCCCCCCCCCCCCCCCCCCC)F